C1=CC(=CC=C1/C=C(\\C#N)/C(=O)O)O The molecule is a monohydroxycinnamic acid that is 4-hydroxycinnamic acid in which the hydrogen alpha- to the carboxy group is replaced by a cyano group. It is used as a matrix in matrix-assisted laser desorption/ionization (MALDI) mass spectrometry for the analysis of peptides and oligonucleotides. It has a role as a MALDI matrix material. It is a nitrile, a member of phenols and a monohydroxycinnamic acid.